Cl.Cl.Cl.N1CCC2(CC1)[C@@H](C=1C(=NC=CC1)C2)N (S)-5,7-dihydrospiro[cyclopenta[b]pyridine-6,4'-piperidin]-5-amine tri-HCl salt